6-methoxy-4-(trifluoromethyl)nicotinic acid COC1=NC=C(C(=O)O)C(=C1)C(F)(F)F